C(C1=CC=CC=C1)N(C1C(OC2=C1C=CC(=C2)C(F)(F)F)C)C N-benzyl-N,2-dimethyl-6-(trifluoromethyl)-2,3-dihydrobenzofuran-3-amine